C(C)(C)OC=1N=CC(=NC1)C1=NSC(=N1)NC1=NC=CC=C1C 3-(5-Isopropoxypyrazin-2-yl)-N-(3-methylpyridine-2-yl)-1,2,4-thiadiazol-5-amine